4-sulfo-L-phenylalanine S(=O)(=O)(O)C1=CC=C(C[C@H](N)C(=O)O)C=C1